4-((2,5-dioxoimidazolidin-1-yl)methyl)-2-fluorobenzonitrile O=C1N(C(CN1)=O)CC1=CC(=C(C#N)C=C1)F